BrC1=NN2C(C=CC(=C2)C=2C=NN(C2)C(C)OCC)=N1 2-bromo-6-(1-(1-ethoxyethyl)-1H-pyrazol-4-yl)-[1,2,4]triazolo[1,5-a]pyridine